C1(CC1)C(=O)NC1=CC(=C(N=N1)C(=O)NCCCCCCCCCCCCCC)NC1=C(C=C(C=C1)C=1C=NN(C1)CC)OC 6-[(cyclopropylcarbonyl)amino]-N-(tridecylmethyl)-4-({2-methoxy-4-[1-ethyl-pyrazol-4-yl]phenyl}amino)-pyridazine-3-carboxamide